C1COCCC12CCN(CC2)CC2=CC1=C(OC[C@@H](C(N1C)=O)NC(C1=NC=CC(=C1)OC1=CC=CC=C1)=O)C=C2 (S)-N-(7-((3-oxa-9-azaspiro[5.5]undecan-9-yl)methyl)-5-methyl-4-oxo-2,3,4,5-tetrahydrobenzo[b][1,4]oxazepin-3-yl)-4-phenoxypicolinamide